4-methoxy-3-phosphobutanoic acid COCC(CC(=O)O)P(=O)=O